ClC1=CC=C(C=C1)C1=N[C@H](C=2N(C3=C1C(=C(S3)C)C)C(=NN2)C)CC(=O)N2CCN(CC2)CC=2C=C(C=CC2)C2C(NC(CC2)=O)=O 3-(3-((4-(2-((S)-4-(4-chlorophenyl)-2,3,9-trimethyl-6H-thieno[3,2-f][1,2,4]triazolo[4,3-a][1,4]diazepin-6-yl)acetyl)piperazin-1-yl)methyl)phenyl)piperidine-2,6-dione